8-oxa-3-Azabicyclo[3.2.1]octane C12CNCC(CC1)O2